(R)-2-(2-hydroxyl-5-(methyl(2-methyl-4-((1-(5-(2-((methylamino)methyl)phenyl)thiophen-2-yl)ethyl)amino)quinazolin-6-yl)amino)phenyl)-N,N-dimethylacetamide OC1=C(C=C(C=C1)N(C=1C=C2C(=NC(=NC2=CC1)C)N[C@H](C)C=1SC(=CC1)C1=C(C=CC=C1)CNC)C)CC(=O)N(C)C